C(C)C1CN(CCN1C(C(F)(F)F)=O)C(C(C)(C)NC(OC(C)(C)C)=O)=O tert-butyl (1-(3-ethyl-4-(2,2,2-trifluoroacetyl)piperazin-1-yl)-2-methyl-1-oxopropan-2-yl)carbamate